(benzylamino)-10-chloro-12H-benzothiopyrano[2,3-c]Quinolin-12-one C(C1=CC=CC=C1)NC1=C2C3=C(C=NC2=CC=C1)SC1=C(C3=O)C=C(C=C1)Cl